5'-(3,5-difluorophenyl)-3'-oxotetrahydro-3'h-spiro[azetidine-3,2'-pyrrolo[2,1-b]oxazole]-1-carboxylic acid tert-butyl ester C(C)(C)(C)OC(=O)N1CC2(C(N3C(O2)CCC3C3=CC(=CC(=C3)F)F)=O)C1